C(C1=CC=CC=C1)N1C2=CC=C(C=C2C=2C(CCCC12)C(N)=O)OCCCC(=O)O 4-[(9-benzyl-4-carbamoyl-1,2,3,4-tetrahydrocarbazol-6-yl)oxy]butyric acid